4-allyl 1-benzyl (2-((R)-2-((tert-butoxycarbonyl)amino)-3-phenylpropoxy)-4,5-dimethoxybenzoyl)-L-aspartate HCl Cl.C(C)(C)(C)OC(=O)N[C@@H](COC1=C(C(=O)N[C@@H](CC(=O)OCC=C)C(=O)OCC2=CC=CC=C2)C=C(C(=C1)OC)OC)CC1=CC=CC=C1